1-(4-((4-((2',4'-difluoro-4-methoxy-[1,1'-biphenyl]-3-yl)amino)-7-ethoxy-quinazolin-6-yl)amino)piperidin-1-yl)prop-2-en-1-one FC1=C(C=CC(=C1)F)C1=CC(=C(C=C1)OC)NC1=NC=NC2=CC(=C(C=C12)NC1CCN(CC1)C(C=C)=O)OCC